CSC=1C(=CC=C2C=CC=NC12)OB(O)O (8-(methylthio)quinolin-7-yl)boric acid